BrC=1SC=2N=C(N=C(C2N1)N1C[C@H]2CC([C@@H](C1)N2C(=O)OC(C)(C)C)F)OC[C@]21CCCN1C[C@@H](C2)F |o1:12,15| tert-Butyl (1R*,5R*)-3-(2-bromo-5-{[(2R,7aS)-2-fluorotetrahydro-1H-pyrrolizin-7a(5H)-yl]methoxy}[1,3]thiazolo[5,4-d]pyrimidin-7-yl)-6-fluoro-3,8-diazabicyclo[3.2.1]octane-8-carboxylate